2-(1-Cyclopropylvinyl)-4,4,5,5-tetramethyl-1,3,2-dioxaborolane C1(CC1)C(=C)B1OC(C(O1)(C)C)(C)C